P(=O)([O-])([O-])[O-].[Mn+2].[Li+].[Mn+2] manganese lithium manganese phosphate